[Sn].FC(C(=C)C1=CC2=CC=CC=C2C=C1)F 2-(3,3-difluoroprop-1-en-2-yl)naphthalene tin